2-(4-Hydroxy-phenyl)-1H-benzo[d]imidazole OC1=CC=C(C=C1)C1=NC2=C(N1)C=CC=C2